3-cyclopropyl-2-fluoro-6-(methoxymethoxy)phenylboronic acid C1(CC1)C=1C(=C(C(=CC1)OCOC)B(O)O)F